FC1=C(C=CC=2N=CSC21)NC2=NC=NC1=CC(=CC(=C21)O[C@@H](COC)C)N2N=CC(=C2)[C@@H](C)O (R)-1-(1-(4-((7-fluorobenzo[d]thiazol-6-yl)amino)-5-(((R)-1-methoxypropan-2-yl)oxy)quinazolin-7-yl)-1H-pyrazol-4-yl)ethan-1-ol